O1CC[C@@H](C2=C1C=CC=C2)NC(=O)C=2C=NC1=C(C(=CC=C1C2C2CCOCC2)F)C2=C(C(=CC(=C2)F)F)F N-[(4S)-3,4-dihydro-2H-benzopyran-4-yl]-7-fluoro-4-(tetrahydro-2H-pyran-4-yl)-8-(2,3,5-trifluorophenyl)quinoline-3-carboxamide